[Ce].[Ti].[Zn] zinc-titanium-cerium